CC(CC(C(C(C(=O)[O-])(CC(CCC)C)CC(CCC)C)(O)C(=O)[O-])C(=O)[O-])CCC Tri(2-methyl-1-pentyl)citrat